(3R,4S)-3-cyclopropyl-1-[3-fluoro-6-[1-(oxetan-3-yl)pyrazol-4-yl]pyrazolo[1,5-a]pyrazin-4-yl]-4-methyl-2-oxopyrrolidine-3-carbonitrile C1(CC1)[C@]1(C(N(C[C@H]1C)C=1C=2N(C=C(N1)C=1C=NN(C1)C1COC1)N=CC2F)=O)C#N